C(C)(C)(C)OC(=O)N1CC(C1)NC1=C(C=CC(=C1)C(=O)OC)[N+](=O)[O-].Cl.N1CC(C1)N1C(NC2=C1C=C(C=C2)C(=O)OC)=O Methyl 3-(azetidin-3-yl)-2-oxo-2,3-dihydro-benzo[d]imidazole-5-carboxylate hydrochloride tert-butyl-3-((5-(methoxycarbonyl)-2-nitrophenyl)amino)azetidine-1-carboxylate